6-ETHYL-5-PHENYLPYRIMIDINE-2,4-DIAMINE C(C)C1=C(C(=NC(=N1)N)N)C1=CC=CC=C1